C(C)C=1N(C=2N(C(C1N1CCN(CC1)C(=O)OC(C)(C)C)=O)N=C(N2)C=2C=NC=CC2)CC(=O)NC2=C(C=C(C=C2)C(F)(F)F)C tert-butyl 4-(5-ethyl-4-(2-((2-methyl-4-(trifluoromethyl)phenyl)amino)-2-oxoethyl)-7-oxo-2-(pyridin-3-yl)-4,7-dihydro-[1,2,4]triazolo[1,5-a]pyrimidin-6-yl)piperazine-1-carboxylate